(8-((5-chloro-4-(ethylamino)-7H-pyrrolo[2,3-d]pyrimidin-2-yl)amino)-2,3-dihydrobenzo[b][1,4]dioxin-5-yl)(4-morpholinopiperidin-1-yl)methanone ClC1=CNC=2N=C(N=C(C21)NCC)NC2=CC=C(C1=C2OCCO1)C(=O)N1CCC(CC1)N1CCOCC1